O1CCCC1 2,4-dihydrofuran